FC1(CCC=2C(=NN(C2C1)CC(=O)N1CCN(CC1)C1=C(C(=CC=C1)C)C)C(=O)N1CCC(CC1)O)F 2-(6,6-difluoro-3-(4-hydroxypiperidine-1-carbonyl)-4,5,6,7-tetrahydro-1H-indazol-1-yl)-1-(4-(2,3-dimethylphenyl)piperazin-1-yl)ethanone